CC1(OB(OC1(C)C)C1=NC2=C3N=CC=CC3=CC=C2C=C1)C 2-(4,4,5,5-tetramethyl-1,3,2-dioxaborolan-2-yl)-1,10-phenanthroline